C1(CC1)CNC(=O)C=1C=NN2C1N=C(C=C2)N2[C@H](CCC2)C=2C=NC=C(C2)F (R)-N-(cyclopropylmethyl)-5-(2-(5-fluoropyridin-3-yl)pyrrolidin-1-yl)pyrazolo[1,5-a]pyrimidine-3-carboxamide